O=C1NC=C(C2=CC=C(C=C12)OC(C(=O)O)C)C1=C(C=CC=C1)C 2-((1-oxo-4-(o-tolyl)-1,2-dihydroisoquinolin-7-yl)oxy)propanoic acid